6-((5-(5-fluoropyridin-2-yl)oxazol-2-yl)amino)pyridazine-3-carbonitrile FC=1C=CC(=NC1)C1=CN=C(O1)NC1=CC=C(N=N1)C#N